2-(3,5-dichloro-4-fluorophenyl)-2,2-difluoro-N-hydroxyacetimidamide ClC=1C=C(C=C(C1F)Cl)C(C(NO)=N)(F)F